N[C@@H](CCC(=O)[O-])C(=O)OC Methyl L-Glutamate